2'-chloro-N-{5-[(dimethylcarbamoyl)difluoromethoxy]-1,3-benzothiazol-2-yl}-5'-methoxy-6-methyl-[4,4'-bipyridine]-3-carboxamide ClC1=NC=C(C(=C1)C1=C(C=NC(=C1)C)C(=O)NC=1SC2=C(N1)C=C(C=C2)OC(F)(F)C(N(C)C)=O)OC